indole-3-carboxylic acid N1C=C(C2=CC=CC=C12)C(=O)O